CC1=NC(=NO1)C1=CC=C(CNC(OC(C)(C)C)=O)C=C1 tert-butyl (4-(5-methyl-1,2,4-oxadiazol-3-yl)benzyl)carbamate